4,4'-(1-methylethylidene)biscyclohexanol tert-butyl-4-((tert-butylsulfinyl)amino)-4-((methylsulfonyl)methyl)piperidine-1-carboxylate C(C)(C)(C)C1N(CCC(C1)(CS(=O)(=O)C)NS(=O)C(C)(C)C)C(=O)OC1CCC(CC1)C(C)(C)C1CCC(CC1)O